CC=1N=CN(C1)C1=CC=C(C=C1)B1OC(C(O1)(C)C)(C)C 4-methyl-1-[4-(4,4,5,5-tetramethyl-1,3,2-dioxaborolan-2-yl)phenyl]imidazole